BrC=1C=NC=C(C1)C(=COC)C 3-bromo-5-(2-methoxy-1-methyl-vinyl)pyridine